1-{[(5S,7S)-3-(3-cyclopropyl-5-isoxazolyl)-7-methyl-2-oxo-1-oxa-3-azaspiro[4.5]dec-7-yl]methyl}-1H-benzimidazole-6-carbonitrile C1(CC1)C1=NOC(=C1)N1C(O[C@]2(C1)C[C@@](CCC2)(C)CN2C=NC1=C2C=C(C=C1)C#N)=O